(R)-4-((tert-butyldiphenylsilyl)oxy)butan-2-yl 4-methylbenzenesulfonate CC1=CC=C(C=C1)S(=O)(=O)O[C@H](C)CCO[Si](C1=CC=CC=C1)(C1=CC=CC=C1)C(C)(C)C